N-(2-(4-((3-(methoxymethyl)-5-(trifluoromethoxy)benzyl)amino)butoxy)ethyl)-6-(1,3,4-thiadiazol-2-yl)-1H-indazol-4-amine COCC=1C=C(CNCCCCOCCNC=2C=3C=NNC3C=C(C2)C=2SC=NN2)C=C(C1)OC(F)(F)F